C(C)(=O)NC=1C=C(C=CC1C1OCCO1)CC(=O)O 2-(3-acetamido-4-(1,3-dioxolan-2-yl)phenyl)acetic acid